(2,4-dichlorophenyl)(1-(tetrahydro-2H-pyran-2-yl)-1H-pyrazol-4-yl)methanone ClC1=C(C=CC(=C1)Cl)C(=O)C=1C=NN(C1)C1OCCCC1